(3S)-3-{[3-cyclopropyl-N-(5,7-difluoro-1H-indole-2-carbonyl)-L-alanyl]amino}-2-oxo-4-[(3S)-2-oxopyrrolidin-3-yl]butyl L-valinate hydrochloride salt Cl.N[C@@H](C(C)C)C(=O)OCC([C@H](C[C@H]1C(NCC1)=O)NC([C@@H](NC(=O)C=1NC2=C(C=C(C=C2C1)F)F)CC1CC1)=O)=O